C1(CC1)C=1N=NSC1CN1CC2(CN(C2)C(=O)N2CC3(C2)CC(C3)N3N=C(N=C3)C(F)(F)F)C1 [6-[(4-cyclopropylthiadiazol-5-yl)methyl]-2,6-diazaspiro[3.3]heptan-2-yl]-[6-[3-(trifluoromethyl)-1,2,4-triazol-1-yl]-2-azaspiro[3.3]heptan-2-yl]methanone